(S)-2,2-difluorocyclopropanecarboxylic acid FC1([C@@H](C1)C(=O)O)F